FC1=C(C=CC=C1)N(C(CCCCCNC(=O)NCC1=CN=CO1)=O)C N-(2-fluorophenyl)-N-methyl-6-(3-(oxazol-5-ylmethyl)ureido)hexanamide